1-isopropyl-5-methyl-3-(3-ethylphenyl)-pyrazole-4-ol C(C)(C)N1N=C(C(=C1C)O)C1=CC(=CC=C1)CC